1-Methyl-pseudouridine CN1C=C([C@H]2[C@H](O)[C@H](O)[C@@H](CO)O2)C(NC1=O)=O